ClC=1C=C(C(=C(C#N)C1)C1=CC=NN1)O 5-chloro-3-hydroxy-2-(1H-pyrazol-5-yl)benzonitrile